C(CCCC[C@@H]1SC[C@@H]2NC(=O)N[C@H]12)(=O)NCCCC[C@H](N)C(=O)O Nε-Biotinyl-L-lysine